methyl 2-(4-[3-[(2S)-2-[(tert-butoxycarbonyl)amino]-4-carbamoylbutoxy]-2-chlorophenyl]piperidin-1-yl)acetate C(C)(C)(C)OC(=O)N[C@H](COC=1C(=C(C=CC1)C1CCN(CC1)CC(=O)OC)Cl)CCC(N)=O